3-bromo-9,9-spirobifluorene BrC=1C=CC=2C3(C4=CC=CC=C4C2C1)C1=CC=CC=C1C=1C=CC=CC13